2-{[2-(2,6-dioxopiperidin-3-yl)-3-oxo-2-azatricyclo[6.3.1.04,12]dodeca-1(11),4,6,8(12),9-pentaen-9-yl]oxy}acetic acid O=C1NC(CCC1N1C2=CC=C(C=3C=CC=C(C1=O)C23)OCC(=O)O)=O